N[C@@H]1C[C@@H](CC1)OC1=C(C(=CC=C1)OC)C1=CC(=NN1)NC=1N=CC(=NC1)C#N 5-((5-(2-(((1R,3S)-3-aminocyclopentyl)oxy)-6-methoxyphenyl)-1H-pyrazol-3-yl)amino)pyrazine-2-carbonitrile